C1(=CC=C(C=C1)C(=O)O[C@H](C(OC1=C(C(=C(C(=C1F)F)F)F)F)=O)CCNC(=O)OC(C)(C)C)C1=CC=CC=C1 (S)-4-((tert-butoxycarbonyl)amino)-1-oxo-1-(pentafluorophenoxy)butan-2-yl [1,1'-biphenyl]-4-carboxylate